N[C@H]1[C@@H](CCC1)C#N (trans)-2-aminocyclopentanecarbonitrile